N1C=CC2=C(C=CC=C12)NC(=O)C=1SC=CC1 N-(1H-indol-4-yl)thiophene-2-carboxamide